2-phenylhexane C1(=CC=CC=C1)C(C)CCCC